BrC=1C=C(C=CC1F)NC(=NO)C1=NON=C1NN1CCN(CC1)P(=O)(C)C N-(3-bromo-4-fluorophenyl)-4-((4-(dimethylphosphoryl)piperazin-1-yl)amino)-N'-hydroxy-1,2,5-oxadiazole-3-carboxamidine